IC1=C2C=CC=NC2=C(C=C1)NC(CC=C)=O N-(5-iodoquinolin-8-yl)but-3-enamide